6-(4-(3-(trifluoromethyl)phenoxy)-1H-pyrrolo[2,3-b]pyridin-3-yl)pyrimidin-4-amine FC(C=1C=C(OC2=C3C(=NC=C2)NC=C3C3=CC(=NC=N3)N)C=CC1)(F)F